(1r,4r)-4-[(3-chlorophenyl)amino]-2'-[2-(fluoromethyl)-3-hydroxypropyl]spiro[cyclohexane-1,1'-indene]-4-carboxylic acid methyl ester COC(=O)C1(CCC2(C(=CC3=CC=CC=C23)CC(CO)CF)CC1)NC1=CC(=CC=C1)Cl